C(C)[C@@]12OC[C@](CC1)(C2)C(=O)NC2=CC=C(C=C2)[C@@H](C)N2C(=NC=C2)C (1R,4S)-1-ethyl-N-(4-((R)-1-(2-methyl-1H-imidazol-1-yl)ethyl)phenyl)-2-oxabicyclo[2.2.1]heptane-4-carboxamide